azobis[2-(2-imidazolin-2-yl)propane] disulfate dihydrate O.O.S(=O)(=O)(O)OS(=O)(=O)O.N(=NCC(C)C=1NCCN1)CC(C)C=1NCCN1